(2S)-N-{2-fluoro-4-methyl-5-[2-(1-methylpyrazol-4-yl)-6-(morpholin-4-yl)pyridin-4-yl]phenyl}-2-(trifluoromethyl)morpholine-4-carboxamide FC1=C(C=C(C(=C1)C)C1=CC(=NC(=C1)N1CCOCC1)C=1C=NN(C1)C)NC(=O)N1C[C@H](OCC1)C(F)(F)F